N1(CCCCC1)C=1C=C2N=C3C=C(C=CC3=CC2=CC1)NC(C(C)(C)C)=O N-(6-(piperidin-1-yl)acridin-3-yl)pivalamide